N-((1s,3s)-3-(6-(((1-((1-(2-(2,6-dioxopiperidin-3-yl)-1,3-dioxoisoindolin-5-yl)piperidin-4-yl)methyl)piperidin-4-yl)methyl)amino)-9H-purin-9-yl)cyclobutyl)acetamide O=C1NC(CC[C@@H]1N1C(C2=CC=C(C=C2C1=O)N1CCC(CC1)CN1CCC(CC1)CNC1=C2N=CN(C2=NC=N1)C1CC(C1)NC(C)=O)=O)=O